Cl.NC(C(=O)N[C@H](CCOC1=C(C=C(C=C1)Cl)C)B1OC(C(O1)(C)C)(C)C)COC 2-amino-N-((S)-3-(4-chloro-2-methylphenoxy)-1-(4,4,5,5-tetramethyl-1,3,2-dioxaborolan-2-yl)propyl)-3-methoxypropanamide hydrochloride